C(C)(=O)O.ClC(C(=O)O)(Cl)Cl trichloroacetic acid, acetate salt